ClC1=C(C=CC=C1)C1=NC=2N(C(N(C(C2N1C1=CC=C(C=C1)Cl)=O)CC(=O)OC)=O)COCC[Si](C)(C)C methyl 2-[8-(2-chlorophenyl)-7-(4-chlorophenyl)-2,6-dioxo-3-[[2-(trimethylsilyl)ethoxy]methyl]-2,3,6,7-tetrahydro-1H-purin-1-yl]acetate